(1R,3R)-2,2-dimethyl-3-(prop-1-yn-1-yl)cyclopropanecarboxylic acid ethyl ester C(C)OC(=O)[C@H]1C([C@@H]1C#CC)(C)C